N1C(=NC2=C1C=CC=C2)[NH-] 1H-benzo[d]imidazol-2-ylamide